C(C1=CC=CC=C1)OC(=O)N[C@H](CC(=O)O)CCCCNC(=O)OC(C)(C)C (3S)-3-(benzyloxycarbonylamino)-7-(tert-butoxycarbonylamino)heptanoic acid